2-[(4-{[2-(dimethylamino)ethyl](methyl)amino}-3-methylphenyl)amino]-8-phenyl-5-[2-(triisopropylsilyl)ethynyl]pyrido[2,3-d]pyrimidin-7-one CN(CCN(C1=C(C=C(C=C1)NC=1N=CC2=C(N1)N(C(C=C2C#C[Si](C(C)C)(C(C)C)C(C)C)=O)C2=CC=CC=C2)C)C)C